tert-butyl 4-(3-((1-((benzyloxy)carbonyl)piperidin-4-yl)oxy)-4-cyanophenyl)piperazine-1-carboxylate C(C1=CC=CC=C1)OC(=O)N1CCC(CC1)OC=1C=C(C=CC1C#N)N1CCN(CC1)C(=O)OC(C)(C)C